FC=1C=C(C=C(C1)F)[C@H]1[C@@H](CN(C1)C1=CC=NN1C)NC(=O)NC1=C(C(=NN1C1=CC=CC=C1)OCC)C 1-((3s,4r)-4-(3,5-difluorophenyl)-1-(1-methyl-1H-pyrazol-5-yl)pyrrolidin-3-yl)-3-(3-ethoxy-4-methyl-1-phenyl-1H-pyrazol-5-yl)urea